COC1=C(C(=CC(=C1)\C=C\[N+](=O)[O-])OC)SCCCC(F)(F)F (E)-(2,6-dimethoxy-4-(2-nitrovinyl)phenyl)(4,4,4-trifluorobutyl)sulfane